COC1NC(C2=CC=CC=C12)=O 3-methoxy-isoindolin-1-one